BrC1=CC=2C(OCC3=NN(C=C3C3=CC=C(C(NS(C(=C1O)C2)(=O)=O)=C3)OC)C)=O 12-Bromo-13-hydroxy-18-methoxy-4-methyl-15,15-dioxo-8-oxa-15λ6-thia-4,5,16-triazatetracyclo[15.3.1.110,14.02,6]docosa-1(20),2,5,10(22),11,13,17(21),18-octaen-9-one